C1=CC=C(C=C1)C(=O)N/N=C/C2=CC=C(C=C2)Cl N'-(4-chlorobenzylidene)benzohydrazide